Methyl 5-((2-aminopyrimidin-5-yl)methoxy)-2-hydroxybenzoate NC1=NC=C(C=N1)COC=1C=CC(=C(C(=O)OC)C1)O